COC1=CC(=C(C=C1NC1=NC=NC(=C1)N1OCC[C@@H]1C1=CC(=CC=C1)OC1=CC=CC=C1)NC(C=C)=O)N1CCN(CC1)C1COC1 (R)-N-(4-methoxy-2-(4-(oxetan-3-yl)piperazin-1-yl)-5-((6-(3-(3-phenoxyphenyl)isoxazolidin-2-yl)pyrimidin-4-yl)amino)phenyl)acrylamide